C(C1CO1)NC(O)=O.BrC1=CC(=C(C(=O)NC=2C=NC(=C(C2)Cl)N2N=CC=N2)C=C1)Cl 4-bromo-2-chloro-N-(5-chloro-6-(2H-1,2,3-triazol-2-yl)pyridin-3-yl)benzamide GLYCIDYL-CARBAMATE